C(C1=CC=CC=C1)OC1=NC(=CC=C1C1=NN(C2=C(C(=CC=C12)N1CCN(CC1)CC1C(CN(CC1)C(=O)OC(C)(C)C)F)F)C)OCC1=CC=CC=C1 tert-butyl 4-((4-(3-(2,6-bis(benzyloxy)pyridin-3-yl)-7-fluoro-1-methyl-1H-indazol-6-yl)piperazin-1-yl)methyl)-3-fluoropiperidine-1-carboxylate